tert-butyl (3-{4-[(3R)-3-(trifluoromethoxy)pyrrolidin-1-yl]-1H-pyrazol-1-yl}bicyclo[1.1.1]pentan-1-yl)carbamate FC(O[C@H]1CN(CC1)C=1C=NN(C1)C12CC(C1)(C2)NC(OC(C)(C)C)=O)(F)F